2-((S)-1-(2-((6-((R)-3-(2-ethoxyphenoxy)piperidin-1-yl)pyrazin-2-yl)amino)pyrimidin-4-yl)piperidin-3-yl)acetic acid C(C)OC1=C(O[C@H]2CN(CCC2)C2=CN=CC(=N2)NC2=NC=CC(=N2)N2C[C@@H](CCC2)CC(=O)O)C=CC=C1